sodium bis-fluoromethanesulfonamide FC(S(=O)(=O)N)F.[Na]